tert-butyl (cyclobutylmethyl)((3R)-1-(6-((4-(6-methoxy-1-(tetrahydro-2H-pyran-2-yl)-1H-indazol-4-yl)-1H-1,2,3-triazol-1-yl)methyl)pyridazin-3-yl)piperidin-3-yl)carbamate C1(CCC1)CN(C(OC(C)(C)C)=O)[C@H]1CN(CCC1)C=1N=NC(=CC1)CN1N=NC(=C1)C1=C2C=NN(C2=CC(=C1)OC)C1OCCCC1